9-(2,4-Diaminophenyl)-10-[4-[3-(4-fluorophenyl)-3-oxoprop-1-enyl]phenoxy]-10-oxodecanoic acid NC1=C(C=CC(=C1)N)C(CCCCCCCC(=O)O)C(=O)OC1=CC=C(C=C1)C=CC(=O)C1=CC=C(C=C1)F